N-(1-(4-chlorophenyl)ethyl)-2,6-dimethylaniline ClC1=CC=C(C=C1)C(C)NC1=C(C=CC=C1C)C